tert-butyl 4-(5-chloro-4-(4-cyano-6-(trifluoromethyl)pyridin-3-yl)-2-((2-methoxyphenyl) (methyl)carbamoyl)phenoxy)butanoate ClC=1C(=CC(=C(OCCCC(=O)OC(C)(C)C)C1)C(N(C)C1=C(C=CC=C1)OC)=O)C=1C=NC(=CC1C#N)C(F)(F)F